COC(C1CCN(CC1)C1=CC(=C(C=C1)[C@@H]1C=2C=CC(=CC2CC[C@@H]1C1CCOCC1)O)F)OC (5S,6R)-5-(4-(4-(Dimethoxymethyl)piperidin-1-yl)-2-fluorophenyl)-6-(tetrahydro-2H-pyran-4-yl)-5,6,7,8-tetrahydronaphthalen-2-ol